C1(=CC=CC=C1)C#CC 3-phenylprop-2-yne